(2S,3R,4S,5S)-5-(4-trifluoromethylphenyl)-2,4-dimethyl-4-nitro-3-phenylpyrrolidine-2-carboxylic acid methyl ester COC(=O)[C@]1(N[C@H]([C@]([C@@H]1C1=CC=CC=C1)([N+](=O)[O-])C)C1=CC=C(C=C1)C(F)(F)F)C